C1(CCCC1)C1=CC(=NN1)NC1=NC(=NC=C1)N1C2CC(C1)(C2)CNCC(F)(F)F N-(5-Cyclopentyl-1H-pyrazol-3-yl)-2-[4-[(2,2,2-trifluoroethylamino)methyl]-2-azabicyclo[2.1.1]hexan-2-yl]pyrimidin-4-amine